1-(4-pyrrolidin-1-yl-5,6,7,8-tetrahydropyrido[3,2-d]pyrimidin-2-yl)pentan-1-one N1(CCCC1)C=1C2=C(N=C(N1)C(CCCC)=O)CCCN2